2-amino-7-bromo-1-(5-chloro-1-tetrahydropyran-2-yl-indazol-4-yl)-6-cyclopropyl-pyrrolo[3,2-c]pyridine-3-carboxamide NC1=C(C=2C=NC(=C(C2N1C1=C2C=NN(C2=CC=C1Cl)C1OCCCC1)Br)C1CC1)C(=O)N